C(#N)[C@@H](CC1=CC=C(C=C1)C=1C=CC2=C(N(C(O2)=O)C)C1)NC(=O)C1CNCC12COC2 N-((R)-1-cyano-2-(4-(3-methyl-2-oxo-2,3-dihydrobenzo[d]oxazol-5-yl)phenyl)ethyl)-2-oxa-6-azaspiro[3.4]octane-8-carboxamide